C(C(O)C)(=O)OCC ethyl 1-lactate